5-tert-butyl-2-(5-fluoro-3-pyridyl)pyrazol-3-amine C(C)(C)(C)C=1C=C(N(N1)C=1C=NC=C(C1)F)N